ClC1=NN=C(S1)CN1C(C(N(CC1)C1CCCC1)=O)=O 1-((5-chloro-1,3,4-thiadiazol-2-yl)methyl)-4-cyclopentylpiperazine-2,3-dione